C(CC1=CC=CC=C1)C1(CNCCC1)CO (3-phenethylpiperidin-3-yl)methanol